NC1=C(C=C(C=C1C(=O)NC1=CC(=C(C=C1)O)O)C1=CC=C(C=C1)Br)C1=CC=C(C=C1)S(N)(=O)=O 4'-amino-4-bromo-N-(3,4-dihydroxyphenyl)-4''-sulfamoyl-[1,1':3',1''-terphenyl]-5'-carboxamide